FCCCN1C[C@H](N(CC1)CC1=C2C=CN(C2=C(C=C1OC)C)C(=O)OC(C)(C)C)C1=CC=C(C=C1)C(=O)OC tert-Butyl (R)-4-((4-(3-fluoropropyl)-2-(4-(methoxycarbonyl)phenyl)piperazin-1-yl)methyl)-5-methoxy-7-methyl-1H-indole-1-carboxylate